N[C@@H]1C2=CC=CC=C2CC12CCN(CC2)C=2NC(C1=C(N2)NN=C1C1(CC1)C1=C(C=C(C=C1)OC)OC)=O (S)-6-(1-amino-1,3-dihydrospiro[indene-2,4'-piperidine]-1'-yl)-3-(1-(2,4-dimethoxyphenyl)cyclopropyl)-1,5-dihydro-4H-pyrazolo[3,4-d]pyrimidin-4-one